[1,2,5]thiadiazolo[3,4-g]quinoxaline N=1SN=C2C1C=C1N=CC=NC1=C2